CCC(COC(=O)NCC1(CC(CC(C1)(C)C)N=C=O)C)(COC(=O)NCC2(CC(CC(C2)(C)C)N=C=O)C)COC(=O)NCC3(CC(CC(C3)(C)C)N=C=O)C 2-ethyl-2-[[[[[(5-isocyanato-1,3,3-trimethylcyclohexyl)methyl]amino]carbonyl]oxy]methyl]propylene [(5-isocyanato-1,3,3-trimethylcyclohexyl)methyl]carbamate